2-((4-fluoro-2-methylphenyl)amino)-5-(trifluoromethyl)nicotinic acid FC1=CC(=C(C=C1)NC1=C(C(=O)O)C=C(C=N1)C(F)(F)F)C